NC=1C=2N(C3=CC(=C(C=C3N1)F)C(=O)N1[C@@H]3[C@H](CCC1)OCC=1C(=C(C=CC13)OC)F)C=NC2 |r| Rac-(4-amino-7-fluoroimidazo[1,5-a]quinoxalin-8-yl)((4aS,10bS)-7-fluoro-8-methoxy-2,3,4,4a,6,10b-hexahydro-1H-isochromeno[4,3-b]pyridin-1-yl)methanone